5-acetamido-7-fluoro-8-methyl-1,2,3,4-tetrahydronaphthalene C(C)(=O)NC1=C2CCCCC2=C(C(=C1)F)C